ClC1=C(CNC(=O)[C@@]2(C=3C=CC=NC3[C@@H](CC2)O)F)C=C(C(=C1)F)F (5R,8R)-N-(2-chloro-4,5-difluorobenzyl)-5-fluoro-8-hydroxy-5,6,7,8-tetrahydroquinoline-5-carboxamide